2-(3-(2,5-difluorophenyl)-5-(pyrrolidin-1-yl)thiophen-2-yl)benzoic acid FC1=C(C=C(C=C1)F)C1=C(SC(=C1)N1CCCC1)C1=C(C(=O)O)C=CC=C1